C(C)(C)(C)OC(NC1CCN(CC1)S(=O)(=O)C1=CC(=CC=C1)O)=O (1-((3-hydroxyphenyl)sulfonyl)piperidin-4-yl)carbamic acid tert-butyl ester